CC=1C=C(C=CC1)C1CN(CCN1)C(=O)OC(C)(C)C tert-butyl 3-(3-methylphenyl)piperazine-1-carboxylate